N-([4-hydroxybicyclo[2.1.1]hexan-1-yl]methyl)-4-azaspiro[2.5]octane-7-carboxamide OC12CCC(C1)(C2)CNC(=O)C2CCNC1(CC1)C2